Lauryl 3,3-dimethyl-4-pentenoate CC(CC(=O)OCCCCCCCCCCCC)(C=C)C